C[C@]12CC3(CC(C[C@@](C1)(C3)C)C2)NC(=O)OC2=C(C(=O)[O-])C=CC=C2 ((((1R,3R,5S,7R)-3,5-dimethyladamantan-1-yl) carbamoyl) oxy)-benzoate